NC1=CC(N(C=C1)C1=NC=C(C(=N1)NC=1C=C(C=CC1F)NC(C=C)=O)Cl)=O N-(3-((2-(4-amino-2-oxopyridin-1(2H)-yl)-5-chloropyrimidin-4-yl)amino)-4-fluorophenyl)acrylamide